ClC=1C(=C(C(=NC1C)C(=O)OC)C#N)C methyl 5-chloro-3-cyano-4,6-dimethylpyridine-2-carboxylate